FC=1C=C(CN2C(C=CC3=C2N=CN=C3)=O)C=C(C1)F 8-(3,5-difluorobenzyl)pyrido[2,3-d]pyrimidin-7(8H)-one